S1(CCNCC12CCCCC2)(=O)=O 1-thia-4-azaspiro[5.5]undecane 1,1-dioxide